3-((4-fluorotetrahydrofuran-3-yl)methoxy)-1-((2-(trimethylsilyl)ethoxy)methyl)-1H-pyrazol-4-amine FC1C(COC1)COC1=NN(C=C1N)COCC[Si](C)(C)C